C12OCCC(CC1)N2 oxa-8-azabicyclo[3.2.1]octan